COC1[C@H]([C@H](C([C@@H]([C@H]1O)O)O)O)O (1R,2S,3S,4S,5S,6S)-6-methoxy-1,2,3,4,5-cyclohexanpentaol